OC1=CC(=CC=2OC=C3C4=C(C=C(C=C4O[C@H]3C12)OC)O)OC 1,7-Dihydroxy-3,9-dimethoxypterocarpene